[Cl].COC(OC)OC monomethoxymethylal chlorine